CC1=CCCC(C1C)C 4,5,6-Trimethylcyclohex-3-ene